ClC=1C=CC2=C(NC(S2)=O)C1 5-chlorobenzothiazole-2-one